tert-Butyl 2-[4-{5-chloro-2-[4-(difluoromethyl)-1H-1,2,3-triazol-1-yl]phenyl}-5-methoxy-2-oxopyridin-1(2H)-yl]propanoate ClC=1C=CC(=C(C1)C1=CC(N(C=C1OC)C(C(=O)OC(C)(C)C)C)=O)N1N=NC(=C1)C(F)F